methoxy(biphenylyl)bis(diphenylfluorenyl)amine COC1=C(C(=C(C=2CC3=CC=CC=C3C12)N(C1=C(C(=CC=2C3=CC=CC=C3CC12)C1=CC=CC=C1)C1=CC=CC=C1)C1=C(C=CC=C1)C1=CC=CC=C1)C1=CC=CC=C1)C1=CC=CC=C1